5,7-dichloro-2-(3-chlorophenylmethyl)-1-oxo-1,2,3,4-tetrahydroisoquinoline-6-carboxylic acid methyl ester COC(=O)C=1C(=C2CCN(C(C2=CC1Cl)=O)CC1=CC(=CC=C1)Cl)Cl